1-(8-fluoro-6-(5-fluoro-2-(((3s,4r)-3-hydroxytetrahydro-2H-pyran-4-yl)amino)pyrimidin-4-yl)-2-methylimidazo[1,2-a]pyridin-3-yl)ethan-1-one FC=1C=2N(C=C(C1)C1=NC(=NC=C1F)N[C@H]1[C@@H](COCC1)O)C(=C(N2)C)C(C)=O